methyl (E)-4-(bis(methyl-d3)amino)but-2-enoate C([2H])([2H])([2H])N(C/C=C/C(=O)OC)C([2H])([2H])[2H]